C(C)(C)(C)OC(=O)C1CC(C1)(NC(=O)OC(C)(C)C)C(C)=O cis-3-acetyl-3-(tert-Butoxycarbonylamino)cyclobutanecarboxylic acid tert-butyl ester